CC1(OC2=C(C=C(C=C2C=C1)C=CC(=O)NC1=CC=C(C=C1)O)C=1C=NC=CC1)C 3-[2,2-dimethyl-8-(pyridin-3-yl)-2H-chromen-6-yl]-N-(4-hydroxyphenyl)acrylamide